hentriacontyl linoleate C(CCCCCCC\C=C/C\C=C/CCCCC)(=O)OCCCCCCCCCCCCCCCCCCCCCCCCCCCCCCC